7-(4-((3-(Dimethylamino)propanoyl)oxy)butyl)-7-hydroxytridecane-1,13-diyl dioleate C(CCCCCCC\C=C/CCCCCCCC)(=O)OCCCCCCC(CCCCCCOC(CCCCCCC\C=C/CCCCCCCC)=O)(O)CCCCOC(CCN(C)C)=O